C(C)C1=C(C=C(C(=C1)O)F)C=1C=C2N(N=CC(=C2N[C@@H]2COCC2)C(=NC2=C(C=C(C=C2)O)CC)N)C1 6-(2-ethyl-5-fluoro-4-hydroxy-phenyl)-N'-(2-ethyl-4-hydroxy-phenyl)-4-[[(3S)-tetrahydrofuran-3-yl]amino]pyrrolo[1,2-b]pyridazine-3-carboxamidine